4-[(2R)-3-(3,4-dihydro-1H-isoquinolin-2-yl)-2-hydroxy-propyl]-8-[(3-hydroxy-1-piperidinyl)methyl]-2,3-dihydro-1,4-benzoxazepin-5-one C1N(CCC2=CC=CC=C12)C[C@H](CN1CCOC2=C(C1=O)C=CC(=C2)CN2CC(CCC2)O)O